piperidine-1,3-dicarboxylic acid 1-tert-butyl 3-methyl ester COC(=O)C1CN(CCC1)C(=O)OC(C)(C)C